tri-tert-butyl (8S,12S)-3,10-dioxo-1-phenyl-2-oxa-4,9,11-triazatetradecane-8,12,14-tricarboxylate O=C(OCC1=CC=CC=C1)NCCC[C@H](NC(N[C@@H](CCC(=O)OC(C)(C)C)C(=O)OC(C)(C)C)=O)C(=O)OC(C)(C)C